FC1=CC(=CC2=C1OC(CO2)C=2C=NC(=CC2)OC)CN2C=NC=1C2=NC=C(C1)C#CC1CNCCC1 3-((8-fluoro-2-(6-methoxypyridin-3-yl)-2,3-dihydrobenzo[b][1,4]dioxin-6-yl)methyl)-6-(piperidin-3-ylethynyl)-3H-imidazo[4,5-b]pyridine